1-aminocarbonyl-1-cyclopropanecarboxylic Acid NC(=O)C1(CC1)C(=O)O